2,3-dicyano-1,4-phenylenediacrylate C(#N)C1=C(C=CC(=C1C#N)C=CC(=O)[O-])C=CC(=O)[O-]